FC1=C2C(C(=C(C(C2=C(C(=C1)F)F)=O)CC1=C(C(=NC=C1)C#N)C(F)(F)F)C)=O ((5,7,8-trifluoro-3-methyl-1,4-dioxo-1,4-dihydronaphthalen-2-yl)methyl)-3-(trifluoromethyl)picolinonitrile